N[C@H]1[C@@H]2N(C[C@H]1CC2)C=2N(C(C1=C(N2)NC=C1C1=C(C2=CN(N=C2C=C1)C)Cl)=O)C |o1:1,2,5| rel-2-((1R,4R,7R)-7-amino-2-azabicyclo[2.2.1]heptan-2-yl)-5-(4-chloro-2-methyl-2H-indazol-5-yl)-3-methyl-3,7-dihydro-4H-pyrrolo[2,3-d]pyrimidin-4-one